2-[6-[5-(trifluoromethyl)pyrazin-2-yl]oxy-2-azaspiro[3.4]octane-2-carbonyl]-7-oxa-2,5-diazaspiro[3.4]octane-6-one FC(C=1N=CC(=NC1)OC1CC2(CN(C2)C(=O)N2CC3(C2)NC(OC3)=O)CC1)(F)F